isopropyl (S)-1-(4-(3-chloro-4-(2-chloro-3-(6-methoxy-5-((methylamino)methyl)pyridin-2-yl)phenyl)pyridin-2-yl)-2-methoxybenzyl)pyrrolidine-3-carboxylate ClC=1C(=NC=CC1C1=C(C(=CC=C1)C1=NC(=C(C=C1)CNC)OC)Cl)C1=CC(=C(CN2C[C@H](CC2)C(=O)OC(C)C)C=C1)OC